NC1=C(C(N(N1C(SCC=C)=O)C(C)C)=O)C1=C(C=CC=C1)C S-2-propen-1-yl 5-amino-2,3-di-hydro-2-(1-methylethyl)-4-(2-methylphenyl)-3-oxo-1H-pyrazole-1-carbothioate